9H-imidazo[5,1-f]purine N1=CN=CC=2N3C(NC12)=CN=C3